(2R)-spiro[1H-acenaphthylene-2,5'-imidazolidine]-2',4'-dione N1C(NC([C@]12CC=1C=CC=C3C=CC=C2C13)=O)=O